trans-N-(8-amino-6-(4-methylisothiazol-3-yl)isoquinolin-3-yl)-2-cyanocyclopropane-1-carboxamide NC=1C=C(C=C2C=C(N=CC12)NC(=O)[C@H]1[C@@H](C1)C#N)C1=NSC=C1C